CC(C(=O)OCC=C)=C (methyl)acrylic acid, allyl ester